Dimethyl 2-(1-(2-cyclohexyl-1H-pyrrol-1-yl)cyclopentane-1-carbonyl)malonate C1(CCCCC1)C=1N(C=CC1)C1(CCCC1)C(=O)C(C(=O)OC)C(=O)OC